(2S)-5-(benzyloxy)-2-[(tert-butoxycarbonyl)amino]-5-oxopentanoic acid C(C1=CC=CC=C1)OC(CC[C@@H](C(=O)O)NC(=O)OC(C)(C)C)=O